(E)-3-(3,4-dihydroxyphenyl)-N-(4-((4-fluorobenzyl)oxy)phenethyl)acrylamide OC=1C=C(C=CC1O)/C=C/C(=O)NCCC1=CC=C(C=C1)OCC1=CC=C(C=C1)F